(5RS,7RS)-2-{[3-Fluoro-2-(trifluoromethyl)pyridin-4-yl]methyl}-7-methyl-3-oxo-2,3,5,6,7,8-hexahydro[1,2,4]triazolo[4,3-a]pyridine-5-carboxylic acid FC=1C(=NC=CC1CN1N=C2N([C@H](C[C@H](C2)C)C(=O)O)C1=O)C(F)(F)F |r|